C1=CC=C2C(=C1)C=CC=C2C=O NAPHTHALENECARBALDEHYDE